N1CC(C1)N1CC2(CC2)C1 5-(azetidin-3-yl)-5-azaspiro[2.3]hexane